CC=CC1=C(C=CC=C1)CCC methyl-o-propylstyrene